C(C1=CC=CC=C1)OC1=CC=C2C[C@H](NCC2=C1)C(=O)N[C@H]1CCCC2=CC=CC=C12 (3S)-7-benzyloxy-N-[(1S)-tetralin-1-yl]-1,2,3,4-tetrahydroisoquinoline-3-carboxamide